NC=1C=CC(=C(C1)C=1C2=C(C(N(C1)C)=O)C=C(O2)C(=O)NCC)OC2=C(C=C(C=C2)F)F 7-(5-amino-2-(2,4-difluorophenoxy)phenyl)-N-ethyl-5-methyl-4-oxo-4,5-dihydrofuro[3,2-c]pyridine-2-carboxamide